C(#N)C=1C=CC(=C2N=CC=NC12)N1C[C@@H]([C@H](C1)C(F)(F)F)C(=O)NC1CCN(CC1)C (3R,4R)-1-(8-cyanoquinoxalin-5-yl)-N-(1-methyl-4-piperidyl)-4-(trifluoromethyl)pyrrolidine-3-carboxamide